C(C=CC)(=O)N 2-buten-amide